6-[3-(3-{[(1,3-benzothiazol-7-yl)methyl](methyl)amino}propanoyl)-3,8-diazabicyclo[3.2.1]octan-8-yl]pyridine-3-carbonitrile S1C=NC2=C1C(=CC=C2)CN(CCC(=O)N2CC1CCC(C2)N1C1=CC=C(C=N1)C#N)C